NC([C@H](CCC(=O)OC(C)(C)C)N1C(C2=CC=C(C=C2C1)C1=NC(=C(C(=C1)C(F)F)C#N)N)=O)=O tert-butyl (S)-5-amino-4-(5-(6-amino-5-cyano-4-(difluoromethyl) pyridin-2-yl)-1-oxoisoindolin-2-yl)-5-oxopentanoate